Tert-Butyl N-[3-(prop-2-yn-1-yloxy)propyl]carbamate C(C#C)OCCCNC(OC(C)(C)C)=O